5-formyl-1-methyl-2-oxo-1,2-dihydropyridine-3-carboxamide C(=O)C=1C=C(C(N(C1)C)=O)C(=O)N